ClC=1C=CC(=C(C(=O)NCCC2=CC=C(C=C2)C(NC(NC(NC2CCCCC2)=O)=O)=O)C1)OC 5-chloro-N-(4-[N-(cyclohexylcarbamoyl)carbamoylcarbamoyl]phenethyl)-2-methoxybenzamide